ClC=1C(=C(C(=CC1)Cl)C=1C(N(N=C(C1O)C)C)=O)OCC1=CN=C(S1)Cl 4-[3,6-dichloro-2-[(2-chlorothiazol-5-yl)methoxy]phenyl]-5-hydroxy-2,6-dimethyl-pyridazin-3-one